4-fluoro-1-(((S)-oxetan-2-yl)methyl)-1H-imidazole-5-carboxylic acid ethyl ester C(C)OC(=O)C1=C(N=CN1C[C@H]1OCC1)F